N-(5-(cyclohexyloxy)pyridin-2-yl)-5-(5-methoxypyridin-2-yl)-1,3,4-thiadiazol-2-amine C1(CCCCC1)OC=1C=CC(=NC1)NC=1SC(=NN1)C1=NC=C(C=C1)OC